hydroxyl-indole OC=1NC2=CC=CC=C2C1